FC=1C(N(C=CC1)[C@@H](CNS(=O)(=O)C)CO[C@@H]1CC[C@@H](CC1)C1=CC=CC=C1)=O |o1:7| (S or R)-N-[2-(3-fluoro-2-oxo-1,2-dihydropyridin-1-yl)-3-{[(CIS)-4-phenylcyclohexyl]oxy}propyl]methane-sulfonamide